5-(4-chloro-2-fluoro-phenyl)-7-((2R)-2-(1-ethyl-1H-pyrazol-4-yl)-4-morpholinyl)-2,3-dimethylpyrido[4,3-d]-pyrimidin-4(3H)-one ClC1=CC(=C(C=C1)C1=NC(=CC=2N=C(N(C(C21)=O)C)C)N2C[C@H](OCC2)C=2C=NN(C2)CC)F